FC=1C=C(C=C(C1)OC)C=1C=CC(=NC1)CN1C2=C(C=C1)SC=C2C(=O)NC2CC1(CC(C1)C(=O)O)C2 6-(4-((5-(3-fluoro-5-methoxyphenyl)pyridin-2-yl)methyl)-4H-thieno[3,2-b]pyrrole-3-carboxamido)spiro[3.3]heptane-2-carboxylic acid